7-bromo-6-fluoro-1-(2-isopropyl-4-methylpyridin-3-yl)quinoline-2,4(1H,3H)-dione BrC1=C(C=C2C(CC(N(C2=C1)C=1C(=NC=CC1C)C(C)C)=O)=O)F